2-ethyl-N-[(1S)-2-[[5-(5-ethyl-3-methyl-1H-pyrazol-4-yl)-6-fluoro-2-pyridyl]amino]-2-oxo-1-[(7S)-spiro[2.5]octan-7-yl]ethyl]pyrazole-3-carboxamide C(C)N1N=CC=C1C(=O)N[C@H](C(=O)NC1=NC(=C(C=C1)C=1C(=NNC1CC)C)F)[C@H]1CCCC2(CC2)C1